4-phenyl-1-(2,2,2-trifluoroethyl)-1H-pyrazole-3-carboxylic acid C1(=CC=CC=C1)C=1C(=NN(C1)CC(F)(F)F)C(=O)O